tertbutyl but-3-yn-1-ylcarbamate C(CC#C)NC(OC(C)(C)C)=O